C(C)(C)(C)OC(=O)N(C1=CC(=NC=2N1N=CC2CC)NC[C@@H]2[C@H](CN(CC2)C(=O)OC(C)(C)C)O)CC2=C(C=C(C=C2)C2=CC=CC=C2)F tert-butyl (3r,4r)-4-(((7-((tert-butoxycarbonyl) ((3-fluoro-[1,1'-biphenyl]-4-yl) methyl) amino)-3-ethylpyrazolo[1,5-a]pyrimidin-5-yl) amino) methyl)-3-hydroxypiperidine-1-carboxylate